(4-(cyclopropanecarbonyl)piperazin-1-yl)(2-fluoro-5-(hydroxymethyl)phenyl)methanone C1(CC1)C(=O)N1CCN(CC1)C(=O)C1=C(C=CC(=C1)CO)F